NC1=NCN(C=C1)C1=CC=C(C=C1)CC(C)O[Si](C)(C)C(C)(C)C 4-amino-1-(4-(2-((tert-butyldimethylsilyl)oxy)propyl)phenyl)pyrimidin